COC(C1=C(C(=C(C=C1)C)C#N)C1CCC1)=O cyano-2-cyclobutyl-4-methylbenzoic acid methyl ester